tert-butyl (6-(6-carbamoyl-3-methyl-1H-indazol-1-yl)hexyl)carbamate C(N)(=O)C1=CC=C2C(=NN(C2=C1)CCCCCCNC(OC(C)(C)C)=O)C